FC=1C=C(C=CC1F)C1=CC=C(C=C1)CCNC([C@H](CCC)NC(OC(C)(C)C)=O)=O (S)-tert-butyl (1-((2-(3',4'-difluoro-[1,1'-biphenyl]-4-yl)ethyl)amino)-1-oxopentan-2-yl)carbamate